[Cl-].FCCC[NH+]1C(SC2=C1C=CC=C2)C2=CC=C(C=C2)OC 3-(3-fluoropropyl)-2-(4-methoxyphenyl)-2,3-dihydrobenzo[d]thiazole-3-ium chloride